C(C)N1C(=NC2=C1C(=CC(=C2)C(=O)OC)OC)C(C(F)(F)F)(C2=CC=CC=C2)O Methyl 1-ethyl-7-methoxy-2-(2,2,2-trifluoro-1-hydroxy-1-phenylethyl)-1H-benzo[d]imidazole-5-carboxylate